(R)-5-isopropyl-5-{4-[4-(5-methylbenzothiazol-2-yl)piperidine-1-carbonyl]phenyl}imidazolidine-2,4-dione C(C)(C)[C@]1(C(NC(N1)=O)=O)C1=CC=C(C=C1)C(=O)N1CCC(CC1)C=1SC2=C(N1)C=C(C=C2)C